FC(C=1C=C(C=C(C1)C(F)(F)F)C(=O)C1=NNC=N1)(F)F (3,5-bis(trifluoromethyl)phenyl)(1H-1,2,4-triazol-3-yl)methanone